C(#N)C=1C=C(C(=NC1)C(=O)NC=1C=C2C(=NNC2=CC1)C1=CN=C(S1)C)C 5-Cyano-3-methyl-N-(3-(2-methylthiazol-5-yl)-1H-indazol-5-yl)picolinamide